1-methylethyl-(isopropyl) isothiocyanate CC(C)C(C)(C)N=C=S